1-(4-fluorophenyl)-N-(5-hydroxy-4-methyl-2-pyridyl)-2-oxo-pyridine-3-carboxamide FC1=CC=C(C=C1)N1C(C(=CC=C1)C(=O)NC1=NC=C(C(=C1)C)O)=O